FC=1C(=NC(=NC1)N[C@@H]1CC[C@H](CC1)C(=O)N)C1=CC(=NC=C1)N1C(CCC1)=O trans-(1r,4r)-4-((5-fluoro-4-(2-(2-oxopyrrolidin-1-yl)pyridin-4-yl)pyrimidin-2-yl)amino)cyclohexane-1-carboxamide